COC(=O)C1(CN(C(C1)=O)C1=CC(=CC(=C1)F)F)C Methyl-1-(3,5-difluorophenyl)-3-methyl-5-oxopyrrolidin-3-carboxylat